FC(CC1=C(NC2=CC=C(C=C12)C1CCN(CC1)CCNC)C1=CC(=NC(=C1)C)C)F 2-(4-(3-(2,2-difluoroethyl)-2-(2,6-dimethylpyridin-4-yl)-1H-indol-5-yl)piperidin-1-yl)-N-methylethylamine